NC1=C(SC2=NC(=CC(=C21)C2=CC=CC=C2)C=2SC=CC2)C(=O)NC2=CC=C(C=C2)F 3-amino-N-(4-fluorophenyl)-4-phenyl-6-(thiophen-2-yl)thieno[2,3-b]pyridine-2-carboxamide